(S)-N-(1-cycloheptyl-2-((2-fluoro-4-(2-(methyl(2,2,2-trifluoroethyl)amino)-2-oxoethyl)phenyl)amino)-2-oxoethyl)-1-ethyl-1H-pyrazole-5-carboxamide C1(CCCCCC1)[C@@H](C(=O)NC1=C(C=C(C=C1)CC(=O)N(CC(F)(F)F)C)F)NC(=O)C1=CC=NN1CC